1,7-Nonadien C=CCCCCC=CC